3-(3,5-Dimethyl-4-morpholino-anilino)-5-(methylamino)-6-(3-methylimidazo[4,5-c]pyridin-7-yl)pyrazine-2-carboxamide CC=1C=C(NC=2C(=NC(=C(N2)NC)C=2C3=C(C=NC2)N(C=N3)C)C(=O)N)C=C(C1N1CCOCC1)C